3-butylthiophen C(CCC)C1=CSC=C1